FC(S(=O)(=O)OC1=CC2=C(N(CC(N(S2(=O)=O)CC2=CC=C(C=C2)OC)(CCCC)CCCC)C2=CC=CC=C2)C=C1SC)(F)F 3,3-dibutyl-2-(4-methoxybenzyl)-7-(methylthio)-1,1-dioxido-5-phenyl-2,3,4,5-tetrahydro-1,2,5-benzothiadiazepin-8-yl trifluoromethanesulfonate